ClC1=NC2=CC=C(C=C2C(=N1)C(C)C1=NC=CC=C1)C=1C=C(CN(C1)C)OC 5-(2-chloro-4-(1-(pyridin-2-yl)ethyl)quinazolin-6-yl)-3-methoxy-1-methylpyridine